1-(tetrahydro-2h-pyran-2-yl)-5-(4,4,5,5-tetramethyl-1,3,2-dioxaborolan-2-yl)-1h-pyrazole O1C(CCCC1)N1N=CC=C1B1OC(C(O1)(C)C)(C)C